ClC1=CC=2C(=NN(N2)C2=C(C(=CC(=C2)C)C(C)(C)C)O)C=C1 2-[5-chloro-(2H)-benzotriazole-2-yl]-4-methyl-6-(t-butyl)phenol